OC(C(C)=O)(C)C 3-hydroxy-3-methyl-butan-2-one